O1C(=CC=C1)CNC1=NC2=C(N1CC1=CC=CC=C1)C=CC=C2 N-(2-furylmethyl)-1-(phenylmethyl)-1H-benzimidazole-2-amine